1,2,3,4,5-pentafluoro-6-(trifluoromethyl)benzene FC1=C(C(=C(C(=C1C(F)(F)F)F)F)F)F